(5-(5-(1-methyl-1,2,3,6-tetrahydropyridin-4-yl)-1H-pyrrolo[2,3-b]pyridin-3-yl)pyrazolo[1,5-a]pyridin-3-yl)(piperidin-1-yl)methanone CN1CCC(=CC1)C=1C=C2C(=NC1)NC=C2C2=CC=1N(C=C2)N=CC1C(=O)N1CCCCC1